COC(=O)C1=NN(C2=CC=C(C=C12)Br)C1OCCCC1 5-bromo-1-(tetrahydro-2H-pyran-2-yl)-1H-indazole-3-carboxylic acid methyl ester